FC=1C=C(C=CC1)N1C(=NN=C1)C1=CC=CC(=N1)N1CC=2C(=NC(=CC2C1=O)N(C)C(C)C)COC(NC)=O ((2-(6-(4-(3-fluorophenyl)-4H-1,2,4-triazol-3-yl)pyridin-2-yl)-6-(isopropyl(methyl)amino)-1-oxo-2,3-dihydro-1H-pyrrolo[3,4-c]pyridin-4-yl)methyl)(methyl)carbamate